3-Methyl-4,8-dioxo-N-(3-(pyrrolidin-1-yl)propyl)-4,8-dihydrothieno[3',2':4,5]benzo[1,2-d]isoxazole-6-carboxamide CC1=NOC2=C1C(C1=C(C2=O)C=C(S1)C(=O)NCCCN1CCCC1)=O